ClC=1C=CC=C2C(=C(C(N(C12)C)=O)C#N)O 8-Chloro-4-hydroxy-1-methyl-2-oxo-1,2-dihydroquinoline-3-carbonitrile